methyl-1,2,3,4-tetrahydro-[1,4]oxazepino[2,3-c]quinolin CN1CCCOC=2C=NC=3C=CC=CC3C21